N1=C(C=CC2=CC=CC=C12)C1C(C(C2=CC=CC=C12)=O)=O quinolyl-indenedione